4-(2-methacryloyloxyethyloxy)benzoic acid C(C(=C)C)(=O)OCCOC1=CC=C(C(=O)O)C=C1